CB1OC(C2N1CCC2)(C2=CC=CC=C2)C2=CC=CC=C2 (3R)-1-methyl-3,3-diphenyl-hexahydropyrrolo[1,2-c][1,3,2]oxazaborole